CC=1C=CC(=C(C1)O)C1=NN=C(C=2N1C=CN2)NC2CCCN1CCCC21 5-methyl-2-(8-((octahydroindolizin-8-yl)amino)imidazo[1,2-d][1,2,4]triazin-5-yl)phenol